C1(C=CC(N1CCN)=O)=O (2-Maleimidoethyl)amine